lanthanum tris(2,4-pentanedione) CC(CC(C)=O)=O.CC(CC(C)=O)=O.CC(CC(C)=O)=O.[La]